O1C(C1)N1C(N(C(N(C1=O)C1OC1)=O)C1OC1)=O 1,3,5-tris(oxiran-2-yl)-1,3,5-triazin-2,4,6-trione